CC=1NC(C2=C(N1)C=NC=C2)=O 2-methylpyrido[3,4-d]Pyrimidine-4(3H)-one